1-(6-(4-tert-Butoxycarbonylpiperazin-1-yl)pyridin-3-yl)-3,4,6-tribenzyloxy-D-glucal C(C)(C)(C)OC(=O)N1CCN(CC1)C1=CC=C(C=N1)C=1O[C@@H]([C@]([C@@](C1)(O)OCC1=CC=CC=C1)(O)OCC1=CC=CC=C1)C(O)OCC1=CC=CC=C1